3-ethoxy-2,3,4,5-tetrahydro-benzo[b][1,4]oxazepine-7-amine C(C)OC1CNC2=C(OC1)C=CC(=C2)N